1-ethyl-1H-pyrazol-4-amine C(C)N1N=CC(=C1)N